[C@H]12COC[C@@H]2C1NC1=NN2C(C(=N1)OC)=C(C=C2)C=2C=CC=1N(C2)C=CN1 N-((1R,5S,6r)-3-oxabicyclo[3.1.0]hexan-6-yl)-5-(imidazo[1,2-a]pyridin-6-yl)-4-methoxypyrrolo[2,1-f][1,2,4]triazin-2-amine